6-(2-Methyl-3-oxoisoindolin-5-yl)-5-(2-((1-methylcyclopentyl)methyl)oxazol-5-yl)picolinonitril CN1CC2=CC=C(C=C2C1=O)C1=C(C=CC(=N1)C#N)C1=CN=C(O1)CC1(CCCC1)C